N-[(3R)-7-[[[1-(tert-butoxycarbonylamino)cyclohexanecarbonyl]amino]carbamoyl]-4-oxo-3,5-dihydro-2H-1,5-benzothiazepine-3-Yl]carbamic acid tert-butyl ester C(C)(C)(C)OC(N[C@H]1CSC2=C(NC1=O)C=C(C=C2)C(NNC(=O)C2(CCCCC2)NC(=O)OC(C)(C)C)=O)=O